1-(5-bromo-6-chloro-2-pyridyl)-3-[(1S)-1-(2-pyrimidin-2-yl-1,2,4-triazol-3-yl)ethyl]urea BrC=1C=CC(=NC1Cl)NC(=O)N[C@@H](C)C=1N(N=CN1)C1=NC=CC=N1